diphenylsulfide hexafluoro-phosphate F[P-](F)(F)(F)(F)F.C1(=CC=CC=C1)SC1=CC=CC=C1